C1(CC1)N1C2(CCC2)C[C@H](CC1)N1CC2=C(C=C(C=C2CC1)C(=O)OC)F methyl 2-[(8S)-5-cyclopropyl-5-azaspiro[3.5]nonan-8-yl]-8-fluoro-3,4-dihydro-1H-isoquinoline-6-carboxylate